6-phenyl-sym-triazine C1(=CC=CC=C1)C1=NC=NC=N1